COC1=CC=C(C=C1)C1=C(CN(C[C@@H]1C)C(=O)OC(C)(C)C)C(=O)OCC |r| (+/-)-1-tert-Butyl 3-Ethyl 4-(4-Methoxyphenyl)-5-methyl-5,6-dihydropyridine-1,3(2H)-dicarboxylate